NC=1C=C(C=CC1)C1CCN(CC1)C(=O)OC(C)(C)C tert-butyl 4-[3-aminophenyl]-1-piperidinecarboxylate